6-((1H-indazol-4-yl)methyl)-2-((2-methoxypyridin-4-yl)methyl)-4-methyl-4H-thiazolo[5',4':4,5]pyrrolo[2,3-d]pyridazin-5(6H)-one N1N=CC2=C(C=CC=C12)CN1N=CC2=C(C1=O)N(C1=C2SC(=N1)CC1=CC(=NC=C1)OC)C